4-(1-(3,5,5,8,8-pentamethyl-5,6,7,8-tetrahydro-naphthalen-2-yl)vinyl)benzoic acid CC=1C(=CC=2C(CCC(C2C1)(C)C)(C)C)C(=C)C1=CC=C(C(=O)O)C=C1